C(CCCCCCCCCCC)(=O)OCC(OC(CCCCCCCCCCC)=O)COC(CCCCCCCCCCC)=O glycerol tri-laurate